5-amino-3-methyl-6-phenyl-[2,3'-bipyridine]-6'-carbonitrile NC=1C=C(C(=NC1C1=CC=CC=C1)C=1C=NC(=CC1)C#N)C